indazol-3-carboxylic acid N1N=C(C2=CC=CC=C12)C(=O)O